(R)-N-(2-chloro-4-(trifluoromethyl)phenyl)-2-(5-ethyl-6-(3-methylpiperazin-1-yl)-2-morpholinyl-7-oxo-[1,2,4]triazolo[1,5-a]pyrimidin-4(7H)-yl)acetamide ClC1=C(C=CC(=C1)C(F)(F)F)NC(CN1C=2N(C(C(=C1CC)N1C[C@H](NCC1)C)=O)N=C(N2)N2CCOCC2)=O